Cl.FC=1C=C(C=CC1C1CCNCC1)NN1C(CCCC1=O)=O (3-fluoro-4-piperidin-4-yl-phenylamino)-piperidine-2,6-dione hydrochloride